N(N)C1=NC=CC=N1 2-hydrazino-pyrimidine